1-(5-(1-hydroxy-3-(4-(pyrimidin-2-yl)piperazin-1-yl)propyl)indolin-1-yl)ethan-1-one (S)-tert-butyl-2-methyl-1,4-diazepane-1-carboxylate C(C)(C)(C)OC(=O)N1[C@H](CNCCC1)C.OC(CCN1CCN(CC1)C1=NC=CC=N1)C=1C=C2CCN(C2=CC1)C(C)=O